C(C)(C)C1=C(C(=CC(=C1)C1=CC(=CC=C1)C)C(C)C)Br 2,6-diisopropyl-4-(3-methylphenyl)bromobenzene